C(=O)(O)C1=CC=CC(=N1)CNCC 2-[[6-(carboxyl)pyridin-2-yl]methylamino]ethane